(E)-4-((4-fluorobenzyl)oxy)-N-(4-(3-(hydroxyamino)-3-oxoprop-1-en-1-yl)benzyl)quinoline-2-carboxamide FC1=CC=C(COC2=CC(=NC3=CC=CC=C23)C(=O)NCC2=CC=C(C=C2)\C=C\C(=O)NO)C=C1